3-(4-methyl-2-thiazolyl)-2-propen-1-one CC=1N=C(SC1)C=CC=O